FC1=C(N)C=CC=C1OC(F)(F)F 2-fluoro-3-(trifluoromethoxy)aniline